5-[4-(1-Ethyl-1H-pyrazol-4-yl)-3-(trifluoromethyl)phenyl]-3,6-dihydro-2H-1,3,4-oxadiazin-2-one C(C)N1N=CC(=C1)C1=C(C=C(C=C1)C1=NNC(OC1)=O)C(F)(F)F